5-{(3R)-1-[1-(3-methyl-1H-pyrazol-5-yl)ethyl]-5',6'-dihydrospiro[pyrrolidine-3,4'-pyrrolo[1,2-b]pyrazol]-2'-yl}-3-(trifluoromethyl)pyridin-2-amine CC1=NNC(=C1)C(C)N1C[C@]2(CCN3N=C(C=C32)C=3C=C(C(=NC3)N)C(F)(F)F)CC1